NC1(CC1)C1=C2C=CC=NC2=CC(=C1)O 5-(1-Aminocyclopropyl)quinolin-7-ol